CC1(CC2C(CC1)O2)OC(=O)C(CC2C(CC)O2)C 3,4-epoxy-1-methylcyclohexyl-3,4-epoxy-1-Methylhexanecarboxylate